1-(5-(2-(1-carboxycyclopropyl)ethoxy)pentyl)cyclopropane-1-carboxylic acid C(=O)(O)C1(CC1)CCOCCCCCC1(CC1)C(=O)O